COC(C1=CC(=CC(=C1)C(F)(F)F)[N+]#[C-])=O METHYL-3-ISOCYANO-5-(TRIFLUOROMETHYL)-BENZOATE